1-(4-Methoxybenzyl)-1H-indazole-5-carboxylic acid COC1=CC=C(CN2N=CC3=CC(=CC=C23)C(=O)O)C=C1